O1CNC2=C1C1=CC=CC=C1C=C2 2H,3H-naphtho[2,1-d][1,3]oxazole